tert-butyl 5-(2-chloroethyl)-2-oxo-3-phenylindoline-1-carboxylate ClCCC=1C=C2C(C(N(C2=CC1)C(=O)OC(C)(C)C)=O)C1=CC=CC=C1